4-(8-(dimethylamino)-2-oxo-8-phenyl-1,3-diazaspiro[4.5]decan-3-yl)-1-(4-methoxybenzyl)indolin-2-one CN(C1(CCC2(CN(C(N2)=O)C2=C3CC(N(C3=CC=C2)CC2=CC=C(C=C2)OC)=O)CC1)C1=CC=CC=C1)C